C[C@@H]1N(CCN(C1)CC=C)C=1C2=C(NC(N1)=O)N=CC=C2 4-[(2S)-2-methyl-4-(prop-2-enyl)piperazin-1-yl]pyrido[2,3-d]pyrimidine-2(1H)-one